2-(Chloromethyl)-1,3-dimethylbenzol ClCC1=C(C=CC=C1C)C